(5-chloro-[1,1'-biphenyl]-3-yl)boric acid ClC=1C=C(C=C(C1)C1=CC=CC=C1)OB(O)O